ClC=1C=CC=C2C=CC(=NC12)NC1=CC=C(C=C1)C1(CC1)C(F)(F)F 8-chloro-N-(4-(1-(trifluoromethyl)cyclopropyl)phenyl)quinolin-2-amine